acryloyloxypropyl-diethoxymethylsilane C(C=C)(=O)OCCC[SiH2]C(OCC)OCC